7-bromo-3,4-dihydrothieno[2,3-f][1,4]thiazepin-5(2H)-one 1,1-dioxide BrC1=CC2=C(C(NCCS2(=O)=O)=O)S1